S(=O)(=O)(OCC=CC1=CC=CC=C1)[O-].[Ca+2].C(C=CC1=CC=CC=C1)OS(=O)(=O)[O-] calcium cinnamyl sulfate